N-(4-Cyano-2-fluorophenyl)-7-nitro-1H-indole-3-sulfonamide C(#N)C1=CC(=C(C=C1)NS(=O)(=O)C1=CNC2=C(C=CC=C12)[N+](=O)[O-])F